NC1=C(C(=NC=N1)N1C[C@H]([C@H](CC1)F)N1C([C@H](CCC1)NC1=CC(=CC(=C1)F)Cl)=O)F (3S,3'R,4'S)-1'-(6-amino-5-fluoropyrimidin-4-yl)-3-(3-chloro-5-fluorophenylamino)-4'-fluoro-1,3'-bipiperidin-2-one